FC(=C1[C@H]2[C@@H]([C@@H]([C@@H](C1)C2)NC(=O)C=2C(=CC(=C(C2)C=2C=C(C(=O)N)C=CN2)F)OC)C(=O)NCC2(CCC2)C)F 2-(5-(((1R,2R,3S,4R)-5-(difluoromethylene)-3-(((1-methylcyclobutyl)methyl)aminocarbonyl)bicyclo[2.2.1]hept-2-yl)aminocarbonyl)-2-fluoro-4-methoxyphenyl)isonicotinamide